diethylphosphomethyl acetate C(C)(=O)OC(P(=O)=O)(CC)CC